BrC1=C2C=NN(C2=CC(=C1CCCOC(=O)N[C@H]1CN(CCCC1)C(=O)OC(C)(C)C)Cl)C1OCCCC1 tert-butyl (3R)-3-(((3-(4-bromo-6-chloro-1-(tetrahydro-2H-pyran-2-yl)-1H-indazol-5-yl)propoxy)carbonyl)amino)azepane-1-carboxylate